(3R,7R)-2-(3,4-dichlorobenzoyl)-9-((R*)-1-(4-(2-hydroxypropan-2-yl)phenyl)ethyl)-3,7-dimethyl-1,2,3,4,8,9-hexahydropyrido[4',3':3,4]pyrazolo[1,5-a]pyrazin-10(7H)-one ClC=1C=C(C(=O)N2CC=3C(=NN4C3C(N(C[C@H]4C)[C@H](C)C4=CC=C(C=C4)C(C)(C)O)=O)C[C@H]2C)C=CC1Cl |o1:18|